C12(CC3CC(CC(C1)C3)C2)C(=O)N[C@@H](CCCCN)C(=O)OC(C)(C)C tert-butyl (adamantane-1-carbonyl)-L-lysinate